N-(3-aminopropyl)-3-(6-(2-methoxyethoxy)-1H-benzo[d]imidazol-2-yl)-1H-indazole-5-carboxamide NCCCNC(=O)C=1C=C2C(=NNC2=CC1)C1=NC2=C(N1)C=C(C=C2)OCCOC